5-(4-amino-2,6-dichlorophenoxy)pyridin-2(1H)-one NC1=CC(=C(OC=2C=CC(NC2)=O)C(=C1)Cl)Cl